O=C1NC2(CCO1)C(N(CCC2)C(=O)[O-])COC2CCC(CC2)=O 2-oxo-7-{[(4-oxocyclohexyl)oxy]methyl}-3-oxa-1,8-diazaspiro[5.5]undecane-8-carboxylate